BrC12CC3(CC(CC(C1)C3)C2)N 3-bromo-1-adamantanamine